C(C)(C)OC=1C=CC(=NC1)C1=NSC(=N1)NC1=NC=CC=C1N(C(OC(C)(C)C)=O)C tert-butyl (2-((3-(5-isopropoxypyridin-2-yl)-1,2,4-thiadiazol-5-yl)amino)pyridin-3-yl)(methyl)carbamate